(6bR,10aS)-1,1-dideuterio-6b,7,8,9,10,10a-hexahydro-1H-pyrido[3',4':4,5]-pyrrolo[1,2,3-de]quinoxalin-2(3H)-one HBr salt Br.[2H]C1(C(NC=2C=CC=C3C2N1[C@@H]1[C@H]3CNCC1)=O)[2H]